NC=1N=CC(=NC1C1=CN=C(O1)C)C=1C=C(C=CC1C([2H])([2H])[2H])S(=O)(=O)NC12CCC(C1)(C2)C#N 3-(5-Amino-6-(2-methyloxazol-5-yl)pyrazin-2-yl)-N-(4-cyanobicyclo[2.1.1]hexan-1-yl)-4-(methyl-d3)benzenesulfonamide